4,4,5,5-tetramethyl-2-(2-phenyl-9,9'-spirobi[fluoren]-7-yl)-1,3,2-dioxaborolane CC1(OB(OC1(C)C)C1=CC=C2C=3C=CC(=CC3C3(C2=C1)C1=CC=CC=C1C=1C=CC=CC13)C1=CC=CC=C1)C